2-methyl-5-(thiazol-5-yl)-1H-benzo[d]Imidazole-7-carboxylic acid methyl ester COC(=O)C1=CC(=CC2=C1NC(=N2)C)C2=CN=CS2